N'-(2-ethyl-4-hydroxy-phenyl)-6-(6-methoxy-3-pyridyl)-4-[(1-prop-2-enoyl-4-piperidyl)amino]pyrrolo[1,2-b]pyridazine-3-carboxamidine C(C)C1=C(C=CC(=C1)O)N=C(N)C1=C(C=2N(N=C1)C=C(C2)C=2C=NC(=CC2)OC)NC2CCN(CC2)C(C=C)=O